3-((3-((1-ethoxy-2-methyl-1-oxopropan-2-yl)oxy)phenyl)amino)-3-oxopropanoic acid C(C)OC(C(C)(C)OC=1C=C(C=CC1)NC(CC(=O)O)=O)=O